CCCCCNCCCCNCCCCCNCCCCNCCCCC 6,11,17,22-tetra-azaheptaeicosane